pyrrolo[1,2,3-de]-1,4-benzoxazin O1C=CN2C=3C1=CC=CC3C=C2